(2,6-dioxopiperidin-3-yl)-5-(4-(2-hydroxyethyl)piperidin-1-yl)isoindoline-1,3-dione O=C1NC(CCC1N1C(C2=CC=C(C=C2C1=O)N1CCC(CC1)CCO)=O)=O